C(C1=CC=CC=C1)OC(N[C@H](C(=O)N)C[C@H]1C(NC(O1)(C)C)=O)=O ((S)-1-amino-3-((S)-2,2-dimethyl-4-oxooxazolidin-5-yl)-1-oxopropan-2-yl)carbamic acid benzyl ester